tert-butyl 7-(2-((4-cyanophenyl)(((1s,4s)-4-isopropylcyclohexyl)methyl)amino)ethyl)-6,8-dioxa-2-azaspiro[3.5]nonane-2-carboxylate C(#N)C1=CC=C(C=C1)N(CCC1OCC2(CN(C2)C(=O)OC(C)(C)C)CO1)CC1CCC(CC1)C(C)C